N-[4-(7-fluoro-1,3-benzoxazol-2-yl)phenyl]tetrahydrothiopyran-4-carboxamide FC1=CC=CC=2N=C(OC21)C2=CC=C(C=C2)NC(=O)C2CCSCC2